N1C=NC(=C1)C(C)NC1=C(C=CC=C1)C1=NC(=CC=C1)OC (-)-N-(1-(1H-imidazol-4-yl)ethyl)-2-(6-methoxypyridin-2-yl)aniline